n-propyl-tetrahydrocarbazole CCCN1C2=C(CCCC2)C3=CC=CC=C31